(S)-quinuclidin-3-yl((R)-6-(4-isobutylphenyl)-2,2-dimethyl-1,2,3,4-tetrahydronaphthalen-1-yl)carbamate N12C[C@H](C(CC1)CC2)OC(N[C@@H]2C(CCC1=CC(=CC=C21)C2=CC=C(C=C2)CC(C)C)(C)C)=O